BrC=1C(=NC=C(C1)Br)NCSC1=C(C(=O)N)C=CC=C1 ((3,5-dibromopyridin-2-yl)aminomethylthio)benzamide